2-(4-ethylpiperazin-1-yl)-N-(6-(thiazol-5-yl)isoquinolin-3-yl)acetamide C(C)N1CCN(CC1)CC(=O)NC=1N=CC2=CC=C(C=C2C1)C1=CN=CS1